(S)-N-(6-chloropyridin-3-yl)-6-(2-(1-methyl-1H-pyrazol-4-yl)propoxy)isoquinolin-1-amine ClC1=CC=C(C=N1)NC1=NC=CC2=CC(=CC=C12)OC[C@@H](C)C=1C=NN(C1)C